ClC1=C(C=2N=C(N=C(C2C(=N1)OCC[C@@H]1[C@@H]2CC[C@H](CN1)N2C(=O)OC(C)(C)C)O)SC)F tert-butyl (1S,2R,5R)-2-(2-((7-chloro-8-fluoro-4-hydroxy-2-(methylthio) pyrido[4,3-d]-pyrimidin-5-yl) oxy) ethyl)-3,8-diazabicyclo[3.2.1]octane-8-carboxylate